(S)-5-(2-(4-(5-(3,5-difluorophenyl)-4,5-dihydro-1H-pyrazole-carbonyl)piperazin-1-yl)-5-fluoropyrimidin-4-yl)-1-methylpyridin-2(1H)-one FC=1C=C(C=C(C1)F)[C@@H]1CC(=NN1)C(=O)N1CCN(CC1)C1=NC=C(C(=N1)C=1C=CC(N(C1)C)=O)F